C(CCCCCCCCCCCCCCCCC)N1C(=C(C(C2=C(C=C(C=C12)OC)OC(=O)C(C)(C)C)=O)OC(=O)C(C)(C)C)C1=CC(=C(C=C1)OC(=O)C(C)(C)C)OC N-octadecyl-2-(3-methoxy-4-(t-butylcarbonyloxy)-phenyl)-7-methoxy-3,5-di-(t-butylcarbonyloxy)-quinolin-4-one